C(C1CC(C(CC1)N)OC)C1CC(C(CC1)N)OC 4,4'-methylenebis(2-methoxycyclohexylamine)